iron sulphur [S].[Fe]